CC(=CC(=O)[O-])C L-3-methylcrotonate